2-bromo-N-(3-fluoro-5-((5-fluoropyridin-2-yl)oxy)pyridin-2-yl)propanamide BrC(C(=O)NC1=NC=C(C=C1F)OC1=NC=C(C=C1)F)C